3-(2-(4-fluoro-2-methoxy-5-nitrophenylamino)pyrimidin-4-yl)benzo[d]oxazol-2(3H)-one p-toluenesulfonate CC1=CC=C(C=C1)S(=O)(=O)O.FC1=CC(=C(C=C1[N+](=O)[O-])NC1=NC=CC(=N1)N1C(OC2=C1C=CC=C2)=O)OC